FC(C=1N=NN(N1)CC1=NNC(=C1)C(=O)N)(F)F 3-[(5-(trifluoromethyl)-2H-tetrazol-2-yl)methyl]-1H-pyrazole-5-carboxamide